1,4-bis{[2-(dimethylamino)ethyl]amino}-5,8-dihydroxyanthracene-9,10-quinone CN(CCNC1=CC=C(C=2C(C3=C(C=CC(=C3C(C12)=O)O)O)=O)NCCN(C)C)C